ClC=1C=NC(=NC1)OC1=C2[C@@H](OCC2=CC=C1)CCC(F)(F)F 5-Chloro-2-[[(3S)-1,3-dihydro-3-(3,3,3-trifluoropropyl)-4-isobenzofuranyl]oxy]-pyrimidine